FC1=CC2=C(C(N=C2C=C1)=O)C1CCC(CC1)C1=CC=CC=C1 5-fluoro-3-(4-phenylcyclohexyl)indol-2-one